(S)-(3-aminoazepan-1-yl)(4-(3-methyl-1H-pyrrolo[2,3-b]pyridin-4-yl)-3,4-dihydro-2H-1,4-thiazin-6-yl)methanone N[C@@H]1CN(CCCC1)C(=O)C1=CN(CCS1)C1=C2C(=NC=C1)NC=C2C